ethyl 4-(4-{3-chloro-4-[(3,5-difluoropyridin-2-yl)methoxy]-6-methyl-2-oxopyridin-1-yl}-5-methyl-1,3-thiazol-2-yl)pyrimidine-2-carboxylate ClC=1C(N(C(=CC1OCC1=NC=C(C=C1F)F)C)C=1N=C(SC1C)C1=NC(=NC=C1)C(=O)OCC)=O